C(OCN1C2=C(NC(C1C)=O)C=NC1=C2C=CN1)([2H])([2H])[2H] ((methoxy-d3)methyl)-2-methyl-1,2,4,7-tetrahydro-3H-pyrrolo[3',2':5,6]pyrido[3,4-b]pyrazin-3-one